N-(2-ethoxyphenyl)-5-(1-methyl-1H-pyrazol-4-yl)thieno[3,2-b]pyridin-3-amine C(C)OC1=C(C=CC=C1)NC1=CSC=2C1=NC(=CC2)C=2C=NN(C2)C